3-[5-chloro-2-(4-morpholin-4-ylphenylamino)-pyrimidin-4-ylamino]-thiophene-2-carboxylic acid hydroxyamide ONC(=O)C=1SC=CC1NC1=NC(=NC=C1Cl)NC1=CC=C(C=C1)N1CCOCC1